CCOC(=O)C1=C(NC(=C(C1C2=CC=CC=C2Cl)C(=O)OC)C)COCCN.C1=CC=C(C=C1)S(=O)(=O)O The molecule is the benzenesulfonate salt of amlodipine. It has a role as a vasodilator agent, a calcium channel blocker and an antihypertensive agent. It contains an amlodipine.